COC1=C(C=CC=C1)NC(=S)N[C@H](C)C1=CC=CC2=CC=CC=C12 R-1-(2-methoxyphenyl)-3-(1-(naphthalen-1-yl)ethyl)thiourea